COCOC1=C(C=C(C=C1B1OC(C(O1)(C)C)(C)C)C(C)(CC(C)(C)C)C)C1=CC(=CC(=C1)C1=CC=CC=C1)C1=CC=CC=C1 2-(2-(methoxymethoxy)-5'-phenyl-5-(2,4,4-trimethylpentan-2-yl)-[1,1':3',1''-terphenyl]-3-yl)-4,4,5,5-tetramethyl-1,3,2-dioxaborolane